1-ethyl-N-[3-fluoro-4-[5-oxo-4-[(5-piperazin-1-yl-2-pyridyl)amino]-6H-1,6-naphthyridin-2-yl]phenyl]cyclobutanecarboxamide C(C)C1(CCC1)C(=O)NC1=CC(=C(C=C1)C1=NC=2C=CNC(C2C(=C1)NC1=NC=C(C=C1)N1CCNCC1)=O)F